6-[3-(3-fluorophenyl)-7,8-dihydro-5H-1,6-naphthyridin-6-yl]-4,5-dimethyl-pyridazine-3-carbonitrile FC=1C=C(C=CC1)C=1C=NC=2CCN(CC2C1)C1=C(C(=C(N=N1)C#N)C)C